C(C)(C)(C)OC(=O)N[C@H]1CN(CC[C@@H]2N(C1=O)[C@@H](CC2)C(=O)OC)C(=O)OCC2=CC=CC=C2 3-Benzyl 8-methyl (5S,8S,10aR)-5-{[(tert-butoxy)carbonyl]amino}-6-oxo-decahydropyrrolo[1,2-a][1,5]diazocine-3,8-dicarboxylate